C(C(C)C)[Al](CC(C)C)CC(C)C triisobutyl-aluminium